1-methyl-N-((6-(thiazol-4-ylmethoxy)-1-tosyl-5-(2,2,2-trifluoroethyl)-1H-indol-2-yl)methyl)cyclopropane-1-carboxamide CC1(CC1)C(=O)NCC=1N(C2=CC(=C(C=C2C1)CC(F)(F)F)OCC=1N=CSC1)S(=O)(=O)C1=CC=C(C)C=C1